O[C@@H](CCOC(C[C@@H](C)O)=O)C (R)-3-Hydroxybutyl-(R)-3-hydroxybutyrate